(R)-1-(9-bromo-1-isobutyl-8-methoxy-5,6-dihydropyrrolo[2,1-a]isoquinoline-3-carbonyl)-2-methylazetidine-2-carbonitrile BrC1=C(C=C2CCN3C(C2=C1)=C(C=C3C(=O)N3[C@](CC3)(C#N)C)CC(C)C)OC